O1C(=CC=C1)C=CC(=O)N[C@@H](CC(C)C)C(=O)O N-[3-(2-furyl)acryloyl]-leucine